NC1=NC=C(C2=C1COC2)NC(C(=O)N([C@H](C)C(C)C)CC=2C=CC1=C(N=CS1)C2)=O (R)-N1-(4-amino-1,3-dihydrofuro[3,4-c]pyridin-7-yl)-N2-(benzo[d]thiazol-5-ylmethyl)-N2-(3-methylbutan-2-yl)oxalamide